TMStetramethylsilane [Si](C)(C)(C)C[Si](C)(C)C